COC(=O)C1=NC(=C(N=C1C)N[C@H]1[C@@H](CN(CC1)C)C)CC1=CC=C(C=C1)F.C1(=CC=CC=C1)C(=O)N1CCN(CC1)CCCC1=CC=CC=C1 Phenyl-[4-(3-phenylpropyl)piperazin-1-yl]methanone methyl-5-((trans-1,3-dimethylpiperidin-4-yl)amino)-6-(4-fluorobenzyl)-3-methylpyrazine-2-carboxylate